CC1(OB(OC1(C)C)CC=1C=C(C(=O)OC)C=CC1)C methyl 3-((4,4,5,5-tetramethyl-1,3,2-dioxaborolan-2-yl)methyl)benzoate